O1CCC(CC1)CN1C(CCC1=O)C(C(C#N)=S1CCCC1)=O 3-{1-[(oxan-4-yl)methyl]-5-oxo-pyrrolidin-2-yl}-3-oxo-2-(1λ4-thiolan-1-ylidene)propanenitrile